N-(4-(4-amino-7-methyl-7H-pyrrolo[2,3-d]pyrimidin-5-yl)-3-methylphenyl)-2-(2-(trifluoromethyl)phenyl)acetamide NC=1C2=C(N=CN1)N(C=C2C2=C(C=C(C=C2)NC(CC2=C(C=CC=C2)C(F)(F)F)=O)C)C